Z-13-Icosen-10-one CCCCCCCCCC(CC\C=C/CCCCCC)=O